N\C(\C(=O)O)=C/C (Z)-2,3-didehydro-aminobutyric acid